C(=O)(O)C1=C(C=CC=C1)C1C2=CC=C(C=C2OC=2C=C(C=CC12)N(CC)CC)N(CC)CC 9-(2-carboxyphenyl)-3,6-bis(diethylamino)xanthene